6-cyano-5-(4-(3-(5-ethyl-6-oxo-1,6-dihydropyrimidin-2-yl)cyclopent-2-en-1-yl)piperazin-1-yl)-N-methylpicolinamide C(#N)C1=C(C=CC(=N1)C(=O)NC)N1CCN(CC1)C1C=C(CC1)C=1NC(C(=CN1)CC)=O